[N+](=O)([O-])C=1C=C(C=CC1)CS(=O)(=O)N1C2(CC2)CC(CC1)=O 4-[(3-nitrophenyl)methylsulfonyl]-4-azaspiro[2.5]octan-7-one